(2R)-3-(((2,3-bis((3-aminopropanoyl)oxy)propoxy)(hydroxy)phosphoryl)oxy)-propane-1,2-diyl ditetradecanoate hydrochloride Cl.C(CCCCCCCCCCCCC)(=O)OC[C@H](COP(=O)(O)OCC(COC(CCN)=O)OC(CCN)=O)OC(CCCCCCCCCCCCC)=O